FC1=C(N=CC2=C1N=C(N=C2N2CCC(CCC2)C#N)OCC21CCCN1CCC2)C2=CC=CC1=CC=CC(=C21)F 1-(8-fluoro-7-(8-fluoronaphthalen-1-yl)-2-((hexahydro-1H-pyrrolizine-7a-yl)methoxy)pyrido[4,3-d]pyrimidin-4-yl)azepan-4-carbonitrile